C(C)OC1=C(C=CC=C1)C1=NN=C2SCC(=NN21)C2=CC=C(C=C2)N2CCCC2 3-(2-ethoxyphenyl)-6-(4-(pyrrolidin-1-yl)phenyl)-7H-[1,2,4]triazolo[3,4-b][1,3,4]thiadiazine